FC1=C(C=CC(=C1)C=1N=NN(N1)CC1OCCCC1)S(=O)(=O)NCCO 2-fluoro-N-(2-hydroxyethyl)-4-(2-((tetrahydro-2H-pyran-2-yl)methyl)-2H-tetrazol-5-yl)benzenesulfonamide